C(C)[C@@H]1CN(S(C2=C(O1)C=CC=C2)(=O)=O)CC2=C(C=CC(=C2)B2OC(C(O2)(C)C)(C)C)C (R)-4-ethyl-2-(2-Methyl-5-(4,4,5,5-tetramethyl-1,3,2-dioxaborolan-2-yl)benzyl)-3,4-dihydro-2H-benzo[b][1,4,5]oxathiazepine 1,1-dioxide